C12CN(CC(CC1)N2)C2=C(C1=CN(C=C1C=C2F)C2C(NC(CC2)=O)=O)F 5-(3,8-diazabicyclo[3.2.1]octan-3-yl)-2-(2,6-dioxopiperidin-3-yl)-4,6-difluoroisoindol